C(#N)C1=CC(=CC2=C1SC(=C2)C=2SC(=C(N2)C)C(=O)O)C2CC2 2-(7-cyano-5-cyclopropylbenzo[b]thiophen-2-yl)-4-methylthiazole-5-carboxylic acid